C1=NC=C(C2=CC=CC=C12)C1(NC(N(C1)C1=CC=CC2=CN(N=C12)COCC[Si](C)(C)C)=O)C#N (isoquinolin-4-yl)-2-oxo-1-(2-((2-(trimethylsilyl)ethoxy)methyl)-2H-indazol-7-yl)imidazoline-4-carbonitrile